The molecule is a 2,3-trans-enoyl CoA(4-) obtained by deprotonation of the phosphate and diphosphate OH groups of (2E,12Z,15Z,18Z,21Z,24Z,27Z)-triacontaheptaenoyl-CoA; major species at pH 7.3. It is a conjugate base of a (2E,12Z,15Z,18Z,21Z,24Z,27Z)-triacontaheptaenoyl-CoA. CC/C=C\\C/C=C\\C/C=C\\C/C=C\\C/C=C\\C/C=C\\CCCCCCCC/C=C/C(=O)SCCNC(=O)CCNC(=O)[C@@H](C(C)(C)COP(=O)([O-])OP(=O)([O-])OC[C@@H]1[C@H]([C@H]([C@@H](O1)N2C=NC3=C(N=CN=C32)N)O)OP(=O)([O-])[O-])O